N1(C=NC=C1)C1=CC=C(C=C1)NC=1SC=C(N1)C=1SC(=C(N1)C1=CC=CC=C1)C N-(4-(1H-imidazol-1-yl)phenyl)-5-methyl-4-phenyl-[2,4'-bithiazole]-2'-amine